methyl 4-(((1R,2s,3S,5r,7s)-5-hydroxyadamantan-2-yl)amino)-1H-pyrrolo[2,3-b]pyridine-5-carboxylate OC12C[C@H]3C([C@H](CC(C1)C3)C2)NC2=C3C(=NC=C2C(=O)OC)NC=C3